(3-(4'-fluoro-2'-(1-hydroxyethyl)-3-(hydroxymethyl)biphenyl-4-yl)pyrrolidin-1-yl)(5-fluoropyridin-2-yl)methanone FC1=CC(=C(C=C1)C1=CC(=C(C=C1)C1CN(CC1)C(=O)C1=NC=C(C=C1)F)CO)C(C)O